C(C)(C)(C)OC(=O)N1C2(CNCC1CC2)C2=CC=C1CC(COC1=C2)N (3-Aminochroman-7-yl)-3,8-diazabicyclo[3.2.1]octane-8-carboxylic acid tert-butyl ester